NCCCCN(C1=C2CN(C(C2=CC=C1)=O)C1C(NC(CC1)=O)=O)CC1CCC(CC1)N 3-(4-((4-aminobutyl)(((1s,4s)-4-aminocyclohexyl)methyl)amino)-1-oxoisoindolin-2-yl)piperidine-2,6-dione